triisodecylphosphine C(CCCCCCC(C)C)P(CCCCCCCC(C)C)CCCCCCCC(C)C